CC1=C(C=C(C(=O)NC2=CC=CC3=CC=CC=C23)C=C1)NC(C1=CC(=CC=C1)[N+](=O)[O-])=O 4-[4-Methyl-3-(3-nitrobenzamido)benzamido]naphthalene